2,2-dimethyl-17-oxo-4,7,10,13-tetraoxa-16-azaheneicosane-21-oic acid CC(C)(COCCOCCOCCOCCNC(CCCC(=O)O)=O)C